C(C)(C)O[S@@](=O)C=1SC(=CC1)Br (R)-5-bromothiophene-2-sulfinic acid isopropyl ester